4,4'-bis((tert-butyldimethylsilyl)oxy)-5-chloro-2'-(hydroxymethyl)-[1,1'-biphenyl]-2-ol [Si](C)(C)(C(C)(C)C)OC=1C=C(C(=CC1Cl)C1=C(C=C(C=C1)O[Si](C)(C)C(C)(C)C)CO)O